CN1CCN(CC1)C1=CC=C(C=C1)C1=CC=C2C(=NC=NC2=C1)NC=1C=CC2=C(N=CS2)C1 N-(7-(4-(4-methylpiperazin-1-yl)phenyl)quinazolin-4-yl)benzothiazol-5-amine